C1(CC1)N(C(=O)C=1C(=NN(C1F)C)C(F)F)CC1=C(C=CC(=C1)C)C1CC1 N-cyclopropyl-N-(2-cyclopropyl-5-methyl-benzyl)-3-(difluoromethyl)-5-fluoro-1-methyl-1H-pyrazole-4-carboxamide